2-(4,4-difluoro-1-hydroxycyclohexyl)-(N-(3-fluoro-3-methylbutyl))-N-methylacetamide FC1(CCC(CC1)(O)CC(=O)N(C)CCC(C)(C)F)F